5-cyano-2-methyl-6-(4-(2-phenylacetyl)piperazin-1-yl)nicotinic acid 2-fluoroethyl ester FCCOC(C1=C(N=C(C(=C1)C#N)N1CCN(CC1)C(CC1=CC=CC=C1)=O)C)=O